N1(C2N(CCC1)CCC2)CC2=CC=C(C(=O)OC)C=C2 methyl 4-(hexahydropyrrolo[1,2-a]pyrimidin-1-ylmethyl)benzoate